NC1=NC=2C(=CC(=CC2C=2N1N=C(N2)CC=2C=NN(C2)CCCC(=O)OCC)F)OC ethyl 4-(4-((5-amino-9-fluoro-7-methoxy-[1,2,4]triazolo[1,5-c]quinazolin-2-yl)methyl)-1H-pyrazol-1-yl)butanoate